CC1(OCC(O1)CO)C (+)-2,2-dimethyl-1,3-dioxolan-4-methanol